[C@H]12CN(C[C@H](CC1)N2)C2=NC(=NC=1C[C@@]3(CCC21)CC2=CC=CC=C2CC3)OCC32CCCN2CCC3 (S)-4'-((1R,5S)-3,8-diazabicyclo[3.2.1]octan-3-yl)-2'-((tetrahydro-1H-pyrrolizin-7a(5H)-yl)methoxy)-3,4,5',8'-tetrahydro-1H,6'H-spiro[naphthalene-2,7'-quinazoline]